5-[(2R,5S)-1-[2-[(6-amino-5-ethyl-3-pyridyl)amino]-2-oxo-acetyl]-5-methyl-2-piperidyl]thiophene-2-carboxamide NC1=C(C=C(C=N1)NC(C(=O)N1[C@H](CC[C@@H](C1)C)C1=CC=C(S1)C(=O)N)=O)CC